C1(=CC=CC=C1)C(C(=O)O)=CC=C phenylpentan-2,4-dienoic acid